5-TERT-BUTOXYCARBONYLTHIOPHENE-2-BORONIC ACID C(C)(C)(C)OC(=O)C1=CC=C(S1)B(O)O